B(O)(O)CCCCC(C(=O)O)(NC)CCCNC1CC2=CC=CC=C2C1 6-borono-2-(3-(2,3-dihydro-1H-inden-2-ylamino)propyl)-2-(methylamino)hexanoic acid